C(C1=CC=CC=C1)C12CN(CCC1=NN(C2=O)C2CCCCC2)C([C@H](C=O)NC(=O)C(C)(C)NC([O-])=O)OCC2=CC=CC=C2 [(2R)-1-(3a-benzyl-2-cyclohexyl-3-oxo-4H,6H,7H-pyrazolo[4,3-c]pyridin-5-yl-3-(benzyloxy)-1-oxopropan-2-yl)carbamoyl-1-methylethyl]carbamate